C1(=CC(=CC=C1)C=1NC(=C(N1)CO)CO)C 2-m-tolyl-4,5-dimethylolimidazole